N1CC(C1)C(C)(C)O 2-(azetidin-3-yl)propan-2-ol